ClC1=C(C(=O)N2COC3=C(C2)C=CC=C3C3=CC(=C(C(=O)O)C=C3F)N3CCOCC3)C(=CC(=C1)C=1CCN(CC1)C)Cl 4-[3-[2,6-Dichloro-4-(1-methyl-3,6-dihydro-2H-pyridin-4-yl)benzoyl]-2,4-dihydro-1,3-benzoxazin-8-yl]-5-fluoro-2-morpholin-4-ylbenzoic acid